COC1=C(C=NC=C1)C1=CC2=C(C(=N1)C)C=NN2C2=CC(=CC(=N2)NC2CC(CCC2)C(F)(F)F)N2[C@@H]([C@H](C2)CS(=O)(=O)C)C 6-(6-(4-methoxypyridin-3-yl)-4-methyl-1H-pyrazolo[4,3-c]pyridin-1-yl)-4-((2R,3S)-2-methyl-3-((methylsulfonyl)methyl)azetidin-1-yl)-N-(3-(trifluoromethyl)cyclohexyl)pyridin-2-amine